C(C)(C)(C)OC(=O)N1[C@@H](CN(C[C@@H]1C)C1=NC=CC=2N=C(N=CC21)OC)C.C(C2CO2)OC(C(=C)C)=O.OC2=CC=C(C=C2)C(C)(C)C2=CC=C(C=C2)O Bisphenol A glycidyl-methacrylate tert-butyl-(2R,6S)-4-{2-methoxypyrido[4,3-d]pyrimidin-5-yl}-2,6-dimethylpiperazine-1-carboxylate